(1S,4S)-5-(3-(1-(4-(5-(difluoromethyl)-1,3,4-oxadiazol-2-yl)-2-fluorobenzyl)-1H-1,2,3-triazol-4-yl)phenyl)-2,5-diazabicyclo[2.2.1]heptane-2-carboxylic acid tert-butyl ester C(C)(C)(C)OC(=O)N1[C@@H]2CN([C@H](C1)C2)C2=CC(=CC=C2)C=2N=NN(C2)CC2=C(C=C(C=C2)C=2OC(=NN2)C(F)F)F